C(C=C(C)C)C=1C(=C(C(=C2C(=C(C(=C(C12)C1=C(O)C=C(C(=C1OCC)O)OCC)CC=C(C)C)CC=C(C)C)CC=C(C)C)CC=C(C)C)CC=C(C)C)CC=C(C)C heptaprenyl-diethoxynaphthyl-hydroquinone